NC1=NC=C(C=C1C(=O)N[C@@H]1[C@H](CCC1)OCC1=CC=C(C=C1)C1=CC2=C(C(CCO2)N2CCN(CC2)CCO)C=C1)C=1C=NN(C1)C 2-amino-N-{(1S,2S)-2-[(4-{4-[4-(2-hydroxyethyl)piperazin-1-yl]-3,4-dihydro-2H-1-benzopyran-7-yl}phenyl)methoxy]cyclopentyl}-5-(1-methyl-1H-pyrazol-4-yl)pyridine-3-carboxamide